ClC=1C(=NC(=NC1)NC=1C=C2C(=NNC2=CC1)C1=CC=C(C=C1)O)NC1=C(C=CC=C1)P(C)C (2-((5-chloro-2-((3-(4-hydroxyphenyl)-1H-indazol-5-yl)amino)pyrimidin-4-yl)amino)phenyl)dimethylphosphine